C(#N)C1=C(N=C2N(C1=O)C=C(C=C2[C@@H](C)NC2=C(C(=O)O)C=CC=C2)C)NCC2COC2 (R)-2-((1-(3-cyano-7-methyl-2-((oxetan-3-ylmethyl)amino)-4-oxo-4H-pyrido[1,2-a]pyrimidin-9-yl)ethyl)amino)benzoic acid